NCCCC(=O)NNC(C1=C(C=CC(=C1)C)Br)=O N'-(4-Aminobutanoyl)-2-bromo-5-methylbenzohydrazide